OC(CC(=O)[O-])C.[K+] racemic-potassium β-hydroxybutyrate